C(O[C@@H]1CN(CC1(F)F)C=1C=2N(N=C(C1)C=1C(NC(NC1)=O)=O)C=CN2)(OCC(F)(F)F)=O (R)-1-(6-(2,4-dioxo-1,2,3,4-tetrahydropyrimidin-5-yl)imidazo[1,2-b]pyridazin-8-yl)-4,4-difluoropyrrolidin-3-yl (2,2,2-trifluoroethyl) carbonate